C(C)(C)(C)OC(=O)NC1=NN2C(C=C(C=C2)C=2C=C(C(=O)O)C=CN2)=N1 2-(2-((tert-butoxycarbonyl)amino)-[1,2,4]triazolo[1,5-a]pyridin-7-yl)isonicotinic acid